[N+](=O)([O-])C1=CC(=CC=2C(N=C(SC21)N2CCC(CC2)OC2=C(C=CC=C2)C(F)(F)F)=O)C(F)(F)F 8-nitro-6-(trifluoromethyl)-2-(4-(2-(trifluoromethyl)phenoxy)piperidin-1-yl)-4H-benzo[e]-[1,3]thiazin-4-one